C1(CC1)C1=C2CN(C(C2=CC=C1)=O)C1CCC(CC1)C(=O)NC1=CC(=C(C=C1)C)OC (1s,4s)-4-(4-cyclopropyl-1-oxoisoindolin-2-yl)-N-(3-methoxy-4-methylphenyl)cyclohexanecarboxamide